N[C@H]1[C@@H](C[C@@H](CC1)NC1=NC2=C(C=C(C=C2C=N1)C1=CC(=C(C=C1)NS(=O)(=O)C1=C(C=CC=C1)Cl)F)CC)C N-(4-(2-(((1R,3R,4R)-4-amino-3-methylcyclohexyl)amino)-8-ethylquinazolin-6-yl)-2-fluorophenyl)-2-chlorobenzene-sulfonamide